[I-].C(=N)N.[Sn+4].[I-].[I-].[I-] tin formamidine iodide